N-(1,3-dihydroxy-propan-2-yl)-1-methyl-2-((6-(trifluorometh-oxy)benzo[d]oxazol-2-yl)amino)-1H-benzo-[d]imidazole-5-carboxamide OCC(CO)NC(=O)C1=CC2=C(N(C(=N2)NC=2OC3=C(N2)C=CC(=C3)OC(F)(F)F)C)C=C1